O=C1N(C=CC2=CC=CC(=C12)NC=1C=C2C=NNC2=C(C1)C(=O)OC)CC(NCC(F)(F)F)=O Methyl 5-[(1-oxo-2-{[(2,2,2-trifluoroethyl) carbamoyl]methyl}-1,2-dihydroisoquinolin-8-yl)amino]-1H-indazole-7-carboxylate